ClC1=CC=C2C(=CC=NC2=C1)NCCN(C)CCNC1=CC=NC2=CC(=CC=C12)Cl N-(7-chloroquinolin-4-yl)-N'-[2-[(7-chloroquinolin-4-yl)amino]ethyl]-N'-methylethane-1,2-diamine